CC/C=C\\C/C=C\\C/C=C\\C/C=C\\C/C=C\\CCCCCCCCCCCCCCCCCCCC(=O)SCCNC(=O)CCNC(=O)[C@@H](C(C)(C)COP(=O)([O-])OP(=O)([O-])OC[C@@H]1[C@H]([C@H]([C@@H](O1)N2C=NC3=C(N=CN=C32)N)O)OP(=O)([O-])[O-])O The molecule is a polyunsaturated fatty acyl-CoA(4-) obtained by deprotonation of the phosphate and diphosphate OH groups of (21Z,24Z,27Z,30Z,33Z)-hexatriacontapentaenoyl-CoA. It is a polyunsaturated fatty acyl-CoA(4-), a very long-chain acyl-CoA(4-) and a 3-substituted propionyl-CoA(4-). It is a conjugate base of a (21Z,24Z,27Z,30Z,33Z)-hexatriacontapentaenoyl-CoA.